C(C)OCCNC1=C(C=CC(=N1)C(=NO)N)[N+](=O)[O-] 6-((2-ethoxyethyl)amino)-N'-hydroxy-5-nitropyridineformamidine